C(C)(=O)C=1C=CC(=C(C1)C=1C(=C(C=CC1)P([O-])([O-])=O)C1C2=CC=CC=C2C=2C=CC=CC12)OC 5-Acetyl-2-methoxyphenyl(9H-fluoren-9-yl)(S)-phenylphosphonate